C(C1=CC=CC=C1)[N+](CCCCCCCCCC)(C)C benzyldimethyldecylammonium